tert-butyl 3-methylsulfonyloxypiperidine-1-carboxylate CS(=O)(=O)OC1CN(CCC1)C(=O)OC(C)(C)C